methyl 5-(((S)-1-((2S,4R)-4-hydroxy-2-(((S)-1-(4-(4-methylthiazol-5-yl)phenyl)ethyl)carbamoyl)pyrrolidin-1-yl)-3,3-dimethyl-1-oxobutan-2-yl)amino)-5-oxopentanoate O[C@@H]1C[C@H](N(C1)C([C@H](C(C)(C)C)NC(CCCC(=O)OC)=O)=O)C(N[C@@H](C)C1=CC=C(C=C1)C1=C(N=CS1)C)=O